C(C)O[C@H]1C[C@H](N(CC1)CC1=C2C=CNC2=C(C=C1OC)C)C1=CC=C(C(=O)N[C@@H]([C@H](O)C)C(=O)O)C=C1 (4-((2S,4R)-4-ethoxy-1-((5-methoxy-7-methyl-1H-indol-4-yl)methyl)piperidin-2-yl)benzoyl)threonine